CN1N=CC(=C1)N1N=C(C=C(C1=O)C(=O)O)C1=CC=NC=C1 2-(1-methyl-1H-pyrazol-4-yl)-3-oxo-6-(pyridin-4-yl)-2,3-dihydropyridazine-4-carboxylic acid